FC1=C(C(=C(C(=C1F)F)F)F)C1=C(C=C(C=C1C)C)C 2,3,4,5,6-pentafluoro-2',4',6'-trimethyl-1,1'-biphenyl